FC(CO)(CN1[C@H](C=2NC3=CC4=C(C=C3C2C[C@@H]1C)CC4)C4=NC=C(C=C4)NC4CN(C4)CCCF)F 2,2-difluoro-3-((1R,3S)-1-(5-((1-(3-fluoropropyl)azetidin-3-yl)amino)pyridin-2-yl)-3-methyl-1,3,4,6,7,9-hexahydro-2H-cyclobuta[f]pyrido[3,4-b]indol-2-yl)propan-1-ol